8H-[1]benzothieno-[2,3-c]carbazole C1=CC=CC2=C1C1=C(C=CC=3NC=4C=CC=CC4C13)S2